3-((2S)-1-methylpyrrolidin-2-yl)prop-2-enoic acid ethyl ester C(C)OC(C=C[C@H]1N(CCC1)C)=O